BrC1=CN=C(S1)NC(=O)C=1C(=CC(=CC1)NCCCC)C1=CC=CC=C1 N-(5-bromothiazol-2-yl)-5-(butylamino)-[1,1'-biphenyl]-2-carboxamid